N-ethyl-4-amino-3,3-dimethyl-butyldimethoxymethylsilane C(C)NCC(CC[SiH2]C(OC)OC)(C)C